((2S,3R,6R)-3-(((5-Chloropyrimidin-2-yl)amino)methyl)-2,6-dimethylmorpholino)(5-fluoro-2-(2H-1,2,3-triazol-2-yl)phenyl)methanone ClC=1C=NC(=NC1)NC[C@@H]1[C@@H](O[C@@H](CN1C(=O)C1=C(C=CC(=C1)F)N1N=CC=N1)C)C